bisphenethylphenol C(CC1=CC=CC=C1)C=1C(=C(C=CC1)O)CCC1=CC=CC=C1